2-(6-methylpyridin-2-yl)-3-(3-nitro-1-(tetrahydro-2H-pyran-2-yl)-1H-indazol-5-yl)imidazole CC1=CC=CC(=N1)C1=NC=CN1C=1C=C2C(=NN(C2=CC1)C1OCCCC1)[N+](=O)[O-]